COCCN1N=C2C=C(C(=CC2=C1)[N+](=O)[O-])N1CCOCC1 4-(2-(2-methoxyethyl)-5-nitro-2H-indazol-6-yl)morpholine